C(CCCCCCCCCCCCCCCCCCCCC)OC1CC(N(C(C1)(C)C)O)(C)C 4-docosyloxy-2,2,6,6-tetramethylpiperidin-1-ol